perfluoroheptyltriethoxysilane FC(C(F)(F)F)(O[Si](OC(C(F)(F)F)(F)F)(OC(C(F)(F)F)(F)F)C(C(C(C(C(C(C(F)(F)F)(F)F)(F)F)(F)F)(F)F)(F)F)(F)F)F